N-(5-(ethylthio)-1,3,4-thiadiazol-2-yl)-2-((1-isopropyl-4-oxo-4,5-dihydro-1H-pyrazolo[3,4-d]pyrimidin-6-yl)thio)acetamid C(C)SC1=NN=C(S1)NC(CSC=1NC(C2=C(N1)N(N=C2)C(C)C)=O)=O